NC1(CN(C1)C(C)=O)C(F)F (3-amino-3-(difluoromethyl)azetidin-1-yl)ethanone